4,4'-Difluoro-2'-(hex-5-en-1-yl)-5,6'-dimethyl-[1,1'-biphenyl]-3-carbaldehyde FC1=C(C=C(C=C1C)C1=C(C=C(C=C1C)F)CCCCC=C)C=O